5-(2'-Methoxy-4'-methyl-3,4,5,6-tetrahydro-2H-[1,3']bipyridinyl-4-yl)-2-methyl-7-[(S)- or (R)-1-(2-trifluoromethyl-phenyl)-ethyl]-2,4,5,7-tetrahydro-pyrazolo[3,4-d]pyrimidin-6-one COC1=NC=CC(=C1N1CCC(CC1)N1C(N(C=2C(C1)=CN(N2)C)[C@@H](C)C2=C(C=CC=C2)C(F)(F)F)=O)C |o1:24|